OC1=CC=C(C=C1)C1=NC(=CC=C1C=1C=NC=CC1)C(=O)NC (4-hydroxyphenyl)-N-methyl-[3,3'-bipyridine]-6-carboxamide